C(CCC)[Sn](CCCC)(CCCC)COCCN 2-((tributylstannyl)methoxy)ethane-1-amine